1,2-naphthoquinoneethanol C1(C(C(=CC2=CC=CC=C12)CCO)=O)=O